[Cl-].C(CCCCCCCCCCCCCCC)[N+]1=CC=CC=C1 (Cetylpyridinium) Chlorid